C1CCC(C)O1 ethylene-propylene oxide